1-(1-methylazetidin-3-yl)-1H-indole-5-carbonitrile CN1CC(C1)N1C=CC2=CC(=CC=C12)C#N